CO[C@@H]1CNCCC1 (s)-3-methoxypiperidine